BrC1=C(C(=O)OC)C=C(C=C1)NC1=NC=C(C(=N1)NC(C)C1=CC=CC=C1)C methyl 2-bromo-5-((5-methyl-4-((1-phenylethyl)amino)pyrimidin-2-yl)amino)-benzoate